NC1=NC=CC(=C1CN(C)C)OC1=C(C=C(C=C1)NC(=O)C=1C=NN(C1C(F)(F)F)C1=NC=CC=N1)F N-(4-((2-amino-3-((dimethylamino)methyl)pyridin-4-yl)oxy)-3-fluorophenyl)-1-(pyrimidin-2-yl)-5-(Trifluoromethyl)-1H-pyrazole-4-carboxamide